5-chloro-6-(1-(1-ethoxyethyl)-1H-pyrazol-4-yl)-[1,2,4]triazolo[1,5-a]pyrazin-2-amine ClC1=C(N=CC=2N1N=C(N2)N)C=2C=NN(C2)C(C)OCC